C(C)(C)(C)C1=C(C=C(C=C1)C1(CCC(CC1)N)N)F 1-(4-(tert-butyl)-3-fluorophenyl)cyclohexane-1,4-diamine